1-(2-((2S,4R)-4-fluoro-2-((S)-1-hydroxy-2-(6-methylpyridin-2-yl)ethyl)pyrrolidin-1-yl)-2-oxoethyl)-5-(2-methylpyrazolo[1,5-a]pyrimidin-6-yl)-1H-indole-3-carboxamide F[C@@H]1C[C@H](N(C1)C(CN1C=C(C2=CC(=CC=C12)C=1C=NC=2N(C1)N=C(C2)C)C(=O)N)=O)[C@H](CC2=NC(=CC=C2)C)O